C(C)OC(=O)C=1N(C=CC1)C(C)C1=CC=C(C=C1)O 1-[1-(4-hydroxyphenyl)ethyl]-1H-pyrrole-2-carboxylic acid ethyl ester